S(C)(=O)(=O)O.NC1=CC=C(C=C1)C1=NC(=C2N=C(N(C2=N1)C)CN(C1=NC=C(C=N1)C(=O)NO)C)N1CCOCC1 2-[[[2-(4-aminophenyl)-9-methyl-6-(4-morpholinyl)-9H-purine-8-yl]methyl]methylamino]-N-hydroxy-5-pyrimidineformamide mesylate